[Br-].C[N+](CCCCCCCCCCCCCCCCCC)(CCCCCCCCCCCCCCCCCC)C dimethyldioctadecylammonium bromide